N=C1C(S(C[C@@](N1)(C)C=1C=CC2=C(C3=C(S2)C=C(C(=C3)C#CC)C#N)C1)(=O)=O)(C)C (R)-8-(5-Imino-3,6,6-trimethyl-1,1-dioxidothiomorpholin-3-yl)-2-(prop-1-yn-1-yl)dibenzo[b,d]thiophene-3-carbonitrile